OC1=NOC(=C1)C1=C(C=C(C=C1)C1=CN=CC(=N1)C1=CC(=CS1)NC(CCCC)=O)OC N-(5-(6-(4-(3-hydroxyisoxazol-5-yl)-3-methoxyphenyl)pyrazin-2-yl)thiophen-3-yl)pentanamide